C(C)OC([C@@H](NC1=C(C(=C(C=C1)Br)F)N)C)=O (2-amino-4-bromo-3-fluorophenyl)alanine ethyl ester